FC1=CC=C(C=C1)[C@@H]1CCC=C2CCN([C@@H]12)S(=O)(=O)CC1=CC=CC=C1 (7S,7aS)-7-(4-fluorophenyl)-1-toluenesulfonyl-2,3,5,6,7,7a-hexahydro-1H-indole